N-(4-methoxybenzyl)-N-methyl-5-(1-methyl-1H-Imidazol-4-yl)-6-((4-(pentafluoro-λ6-sulfanyl)phenyl)amino)pyridine-3-sulfonamide COC1=CC=C(CN(S(=O)(=O)C=2C=NC(=C(C2)C=2N=CN(C2)C)NC2=CC=C(C=C2)S(F)(F)(F)(F)F)C)C=C1